C(C)(C)(C)NS(=O)(=O)CCN1C2=NC=NC(=C2N=C1SC1=CC2=C(OCO2)C=C1C1=NNC=C1)N 2-{6-Amino-8-[6-(1H-pyrazol-3-yl)-benzo[1,3]dioxol-5-ylsulfanyl]-purin-9-yl}-ethanesulfonic acid tert-butylamide